tert-butyl 4-(imidazo[1,2-a]pyrazin-6-yl)piperidine-1-carboxylate N=1C=CN2C1C=NC(=C2)C2CCN(CC2)C(=O)OC(C)(C)C